FC1=CN=CC=2C3=C(N=C(C12)N1CCOCC2=C1C=CC=C2C#CC(C#N)(C)C)N=NN3C 4-(1-(6-fluoro-1-methyl-1H-[1,2,3]triazolo[4,5-c][2,6]naphthyridin-5-yl)-1,2,3,5-tetrahydrobenzo[e][1,4]oxazepin-6-yl)-2,2-dimethylbut-3-ynenitrile